4-(1-(4-Cyclobutyl-5-(5-(difluoromethyl)-4H-1,2,4-triazol-3-yl)-2-methylbenzoyl)-4-fluoropiperidin-4-yl)benzonitrile C1(CCC1)C1=CC(=C(C(=O)N2CCC(CC2)(F)C2=CC=C(C#N)C=C2)C=C1C1=NN=C(N1)C(F)F)C